(S)-2-((tert-butoxycarbonyl)amino)-3-(4-iodooxazol-2-yl)propanoic acid C(C)(C)(C)OC(=O)N[C@H](C(=O)O)CC=1OC=C(N1)I